4-benzoyl-biphenol C(C1=CC=CC=C1)(=O)C=1C=C(C(=CC1)O)C=1C(=CC=CC1)O